6-chloro-N-[3-[(4-methoxyphenyl)sulfamoyl]phenyl]pyridine-3-carboxamide ClC1=CC=C(C=N1)C(=O)NC1=CC(=CC=C1)S(NC1=CC=C(C=C1)OC)(=O)=O